O1C(=NC2=C1C=CC=C2)[C@@H]2N(CC=1NC=NC12)C(=O)C1=C(N=CO1)C(F)(F)F (R)-(4-(benzo[d]oxazol-2-yl)-4,6-dihydropyrrolo[3,4-d]imidazol-5(1H)-yl)(4-(trifluoromethyl)oxazol-5-yl)methanone